(S)-N4-(benzo[d]thiazol-2-yl)-N2-(6,6-dimethylpiperidin-3-yl)-5-(trifluoromethyl)pyrimidine-2,4-diamine S1C(=NC2=C1C=CC=C2)NC2=NC(=NC=C2C(F)(F)F)N[C@@H]2CNC(CC2)(C)C